O-(N-Methylanthraniloyl)Guanosine 5'-Triphosphate P(O)(=O)(OP(=O)(O)OP(=O)(O)O)OC[C@@H]1[C@H]([C@H]([C@@H](O1)N1C=NC=2C(=O)NC(N)=NC12)OC(C=1C(NC)=CC=CC1)=O)O